C(C)(=O)O.CN(C(=N)N(C)C)C 1,1,3,3-tetramethylguanidine acetate